4-HYDROXY-L-ISOLEUCINE OC([C@@H]([C@H](N)C(=O)O)C)C